(R)-7-(2-((2,6-dimethyl-phenoxy)methyl)pyrrolidin-1-yl)-6-fluoro-1-(4-hydroxy-phenyl)-4-oxo-1,4-dihydro-quinoline-3-carboxylic acid CC1=C(OC[C@@H]2N(CCC2)C2=C(C=C3C(C(=CN(C3=C2)C2=CC=C(C=C2)O)C(=O)O)=O)F)C(=CC=C1)C